CC1C(CN(CC1)C(=O)OC(C)(C)C)COC=1C(=NC=CC1)C(F)(F)F tert-butyl 4-methyl-3-(((2-(trifluoromethyl)pyridin-3-yl)oxy)methyl)piperidine-1-carboxylate